CC1=NN(C=N1)C=O (3-methyl-1H-1,2,4-triazol-1-yl)methanone